C(CCC)OC1=C(C=C(C=C1)C=1SC2=C(C(=CC(N2C1C(=O)O)=O)CC1=CC=CC2=CC=CC=C12)C1CC1)C 8-(4-Butoxy-3-methyl-phenyl)-5-cyclopropyl-4-[(1-naphthyl)methyl]-2-oxo-7-thia-1-azabicyclo[4.3.0]nona-3,5,8-triene-9-carboxylic acid